(R)-2-((1-(2-(isoindolin-2-yl)-7-methyl-4-oxo-4H-pyrido[1,2-a]pyrimidin-9-yl)ethyl)amino)benzenesulfonamide C1N(CC2=CC=CC=C12)C=1N=C2N(C(C1)=O)C=C(C=C2[C@@H](C)NC2=C(C=CC=C2)S(=O)(=O)N)C